C12(CC(C1)C2)NC(O[C@@H]2[C@@H](C[C@@H](C2)C2=CC(=NN2)NC(=O)C2=CC(=NN2C)OCC(F)F)O)=O |o1:8,9,11| rel-(1S,2R,4S)-4-(3-(3-(2,2-difluoroethoxy)-1-methyl-1H-pyrazole-5-carboxamido)-1H-pyrazol-5-yl)-2-hydroxycyclopentyl bicyclo[1.1.1]pentan-1-ylcarbamate